SCSC(SCSC1SCSC(C1)SCSC(CC(SCS)SCS)SCS)CC(SCS)SCS 4,6-bis[3,5-bis(mercaptomethylthio)-7-mercapto-2,6-dithiaheptylthio]-1,3-dithiane